N-(4-(aminomethyl)phenyl)-2,6-dimethyl-4-(4-methylpiperidin-1-yl)aniline NCC1=CC=C(C=C1)NC1=C(C=C(C=C1C)N1CCC(CC1)C)C